1-(2-diethylaminoethyl)-5-mercapto-1,2,3,4-tetrazole C(C)N(CCN1N=NN=C1S)CC